1-{[(2s,3s)-3-vinyl-5-oxopyrrolidin-2-yl]methoxy}-7-methoxyisoquinoline-6-carboxamide C(=C)[C@H]1[C@H](NC(C1)=O)COC1=NC=CC2=CC(=C(C=C12)OC)C(=O)N